C(C)(CC)OC1=C(C(=C(C(=O)O)C(=C1)C=CC1=CC=C(C=C1)C(F)(F)F)O)CC=C(C)C 4-(sec-butoxy)-2-hydroxy-3-(3-methylbut-2-en-1-yl)-6-(4-(trifluoromethyl)styryl)benzoic acid